ClC1=C(C(=NC(=N1)C1=CC(=CC=C1)F)N)OC1=C(C=CC=C1)OC 6-chloro-2-(3-fluorophenyl)-5-(2-methoxyphenoxy)pyrimidin-4-amine